CC(C(=O)N1OCC[C@H]1C1=NN2C(C=CC=C2)=C1)(C)C 2,2-dimethyl-1-[(3S)-3-{pyrazolo[1,5-A]pyridin-2-yl}-1,2-oxazolidin-2-yl]propan-1-one